BrC1=C(C=2N(C=C1)C(=NC2Cl)C2=CC(=CC(=C2)F)F)CBr 7-bromo-8-(bromomethyl)-1-chloro-3-(3,5-difluorophenyl)imidazo[1,5-a]pyridine